C1=NC(=C2C(=N1)N(C=N2)[C@H]3[C@@H]([C@@H]([C@H](O3)COP(=O)(N)O)O)O)N The molecule is the phosphoramadite analogue of AMP. It has a role as a Mycoplasma genitalium metabolite. It derives from an adenosine 5'-monophosphate. It is a conjugate acid of an adenosine 5'-phosphoramidate(1-).